C1(CC1)C1=C(C(=NO1)C1=C(C=CC=C1Cl)Cl)CO[C@H]1[C@H]2CN([C@@H](C1)CC2)C=2SC1=C(N2)C=CC(=C1)C(=O)O |r| 2-((1rs,4rs,5rs)-5-((5-cyclopropyl-3-(2,6-dichlorophenyl)isoxazol-4-yl)methoxy)-2-azabicyclo[2.2.2]oct-2-yl)benzo[d]thiazole-6-carboxylic acid